2-methyl-1,7-heptanedial CC(C=O)CCCCC=O